N-(8-amino-2,7-naphthyridin-4-yl)-2-((2R,5S)-2-(2-((R)-1-(dimethylamino)propan-2-yl)benzo[d]thiazol-5-yl)-5-methylpiperidin-1-yl)-2-oxoacetamide NC=1N=CC=C2C(=CN=CC12)NC(C(=O)N1[C@H](CC[C@@H](C1)C)C=1C=CC2=C(N=C(S2)[C@@H](CN(C)C)C)C1)=O